fluoro-5-(5-((1-(trifluoromethyl)cyclopropyl)ethynyl)-3,4-dihydroquinolin-1(2H)-yl)-[1,2,4]triazolo[4,3-a]quinazolin-1-amine FC1=C2C(=NC=3N(C2=CC=C1)C(=NN3)N)N3CCCC1=C(C=CC=C31)C#CC3(CC3)C(F)(F)F